2-(3-bromo-5-chlorobenzyl)pyridine BrC=1C=C(CC2=NC=CC=C2)C=C(C1)Cl